4-(((R)-2-(2-(4-aminopiperidin-1-yl)-2-oxoethyl)morpholino)methyl)-2-(2,6-dioxopiperidin-3-yl)isoindoline-1,3-dione NC1CCN(CC1)C(C[C@H]1OCCN(C1)CC1=C2C(N(C(C2=CC=C1)=O)C1C(NC(CC1)=O)=O)=O)=O